N-{[2-fluoro-5-(trifluoromethoxy)phenyl]methyl}-1H-1,2,3-triazole-4-carboxamide FC1=C(C=C(C=C1)OC(F)(F)F)CNC(=O)C=1N=NNC1